2-Chloro-4-(1-(4-fluoro-3-hydroxyphenyl)-1H-pyrazolo[4,3-b]pyridine-5-yl)phenol ClC1=C(C=CC(=C1)C1=CC=C2C(=N1)C=NN2C2=CC(=C(C=C2)F)O)O